3-(1-hydroxyethyl)pyridin-2(1H)-one OC(C)C=1C(NC=CC1)=O